3-(6-((4-(4-amino-3-(4-phenoxyphenyl)-1H-pyrazolo[3,4-d]pyrimidin-1-yl)piperidin-1-yl)methyl)-2-fluoropyridin-3-yl)piperidine-2,6-dione NC1=C2C(=NC=N1)N(N=C2C2=CC=C(C=C2)OC2=CC=CC=C2)C2CCN(CC2)CC2=CC=C(C(=N2)F)C2C(NC(CC2)=O)=O